3,3'-((perfluorobutane-1,4-diyl)bis(4,1-phenylene))bis(3-(trifluoromethyl)diaziridine) FC(C(C(C(C1=CC=C(C=C1)C1(NN1)C(F)(F)F)(F)F)(F)F)(F)F)(C1=CC=C(C=C1)C1(NN1)C(F)(F)F)F